ClC1=C(C=CC=C1Cl)N1CCN(CC1)CCC1CN(C1)C(=O)NCC 3-(2-(4-(2,3-dichlorophenyl)piperazin-1-yl)ethyl)-N-ethylazetidine-1-carboxamide